bisEthylhexyloxyphenol C(C)C1=C(C(=C(C=C1)O)OCCCCCC)CC